C(=C)[Si](O[Si](C)(C)C)(O[Si](C)(C)C)O[Si](C)(C)C Vinyltris(trimethylsiloxy)silane